CC1(COC1)CC(=O)OC(C)OC(N(C)[C@]1(C(CCCC1)=O)C1=C(C=CC=C1)Cl)=O 1-((((s)-1-(2-chlorophenyl)-2-oxocyclohexyl)(methyl)carbamoyl)oxy)ethyl 2-(3-methyloxetan-3-yl)acetate